5-methyl-2H-1,3-thiazine-4-carboxylic acid CC=1C(=NCSC1)C(=O)O